3-chloro-1,4-naphthoquinone ClC1=CC(C2=CC=CC=C2C1=O)=O